C1(CC1)CS(=O)(=O)N1CCC(CC1)COC=1C(C=C(OC1)CN1CC2=CC=CC=C2C1)=O 5-((1-((cyclopropylmethyl)sulfonyl)piperidin-4-yl)methoxy)-2-(isoindolin-2-ylmethyl)-4H-pyran-4-one